NCC(C(C)O)O Aminomethyl-propylene glycol